ClC1=C(C(=CC(=C1)N1C[C@](CCC1)(CCC1=CC(=CC=C1)C(F)(F)F)N(C)C)F)S(=O)(=O)NC1=NC=NC=C1 (R)-2-Chloro-4-(3-(dimethylamino)-3-(3-(trifluoromethyl)phenethyl)piperidin-1-yl)-6-fluoro-N-(pyrimidin-4-yl)benzenesulfonamide